3-[6-chloro-1,3-dimethylpyrrolo[3,2-c]pyridin-2-yl]-2-methoxypyridine ClC1=CC2=C(C=N1)C(=C(N2C)C=2C(=NC=CC2)OC)C